C(#N)C1=C(C=C(C=C1)C(C(=O)N)C1=CC=C(C=C1)C=1C=NN2C1C(=CC(=C2)C=2C=NN(C2)C)C2=NC=CN=C2)C(F)(F)F (4-cyano-3-(trifluoromethyl)phenyl)-2-(4-(6-(1-methyl-1H-pyrazol-4-yl)-4-(pyrazin-2-yl)pyrazolo[1,5-a]pyridin-3-yl)phenyl)acetamide